2,6-bis(1-(4-cyano-3-(trifluoromethyl)phenyl)-1H-1,2,3-triazol-4-yl)-N-ethyl-isonicotinamide C(#N)C1=C(C=C(C=C1)N1N=NC(=C1)C=1C=C(C(=O)NCC)C=C(N1)C=1N=NN(C1)C1=CC(=C(C=C1)C#N)C(F)(F)F)C(F)(F)F